(2-(ethoxymethoxy)-5-(2,4,4-trimethylpent-2-yl)phenyl)trimethylsilane C(C)OCOC1=C(C=C(C=C1)C(C)(CC(C)(C)C)C)[Si](C)(C)C